(4-methylpiperazin-1-yl)(4-(5-(pyridin-4-yl)imidazo[2,1-b][1,3,4]thiadiazol-2-yl)phenyl)methanone CN1CCN(CC1)C(=O)C1=CC=C(C=C1)C1=NN2C(S1)=NC=C2C2=CC=NC=C2